C(C(=C)C)(=O)OCCNC(=O)OCC1OC(OC1)=O 2-(2-oxo-[1,3]-dioxolan-4-yl methoxycarbonylamino)ethyl methacrylate